1-(3-methyl-4-(pyridin-4-yl)piperazin-1-yl)-4-(quinolin-5-yl)butan-1-one CC1CN(CCN1C1=CC=NC=C1)C(CCCC1=C2C=CC=NC2=CC=C1)=O